N-(azetidin-3-ylmethyl)-4-((2R,4s,6S)-2-cyano-7-((5-methoxy-7-methyl-1H-indol-4-yl)methyl)-7-azaspiro[3.5]nonan-6-yl)benzamide N1CC(C1)CNC(C1=CC=C(C=C1)[C@@H]1CC2(CC(C2)C#N)CCN1CC1=C2C=CNC2=C(C=C1OC)C)=O